O1CN=C2C1=CC=1C=CC=CC12 indeno[1,2-d]oxazole